BrC1(CCCC=2C3=CC=CC=C3NC12)N[C@H](C)C(C)C bromo-N-((R)-3-methylbutan-2-yl)-2,3,4,9-tetrahydro-1H-carbazol-1-amine